NC1=NNC2=C1C(=NC(=C2)C2=C(C=CC=C2)C)C2=CC=C(CNC(C1=C(C=CC(=C1)F)OC)=O)C=C2 N-(4-(3-amino-6-(o-tolyl)-1H-pyrazolo[4,3-c]pyridin-4-yl)benzyl)-5-fluoro-2-methoxybenzamide